BrC1=CC=C(CC2(CN(C2)CCCF)C)C=C1 3-(4-bromobenzyl)-1-(3-fluoropropyl)-3-methylazetidine